ClC=1C(=NC=CC1)C=1C(=NN(C1)[C@@H]1C[C@H](C1)CNC=1C=C2C(N(C(C2=CC1)=O)C1C(NC(CC1)=O)=O)=O)C1CC1 5-(((trans-3-(4-(3-chloropyridin-2-yl)-3-cyclopropyl-1H-pyrazol-1-yl)cyclobutyl)methyl)amino)-2-(2,6-dioxopiperidin-3-yl)isoindoline-1,3-dione